FC=1C=C(CNC(=O)C2=C3NC(=NC3=NC=N2)C23CC(C2)(C3)F)C=C(C1)C=1C=NN(C1)C1=CC=C(C=C1)F N-(3-fluoro-5-(1-(4-fluorophenyl)-1H-pyrazol-4-yl)benzyl)-8-(3-fluoro-bicyclo[1.1.1]pent-1-yl)-7H-purine-6-carboxamide